5,6-difluoro-1-(benzenesulfonyl)-1H-indole FC=1C=C2C=CN(C2=CC1F)S(=O)(=O)C1=CC=CC=C1